C(CCCCCCCCC)C1=CC=C(C=C1)C1=NOC(=N1)C(=O)NCCNC(OC(C)(C)C)=O tert-butyl (2-(3-(4-decylphenyl)-1,2,4-oxadiazole-5-carboxamido)ethyl)carbamate